C1(CC1)N1N=C(C(=C1)F)[S@@](=O)(N)=NC(NC1=C2C(=NC3=C1CCC3)[C@@H](CC2)C)=O |o1:9| (R) or (S)-1-cyclopropyl-4-fluoro-N'-(((R)-3-methyl-1,2,3,5,6,7-hexahydrodicyclopenta[b,e]pyridin-8-yl)carbamoyl)-1H-pyrazole-3-sulfonimidamide